CC1=NN2C(N=C(C(=C2C)O[C@H]2CN(CC2)C(=O)OC(C)(C)C)C)=C1 tert-butyl (3R)-3-(2,5,7-trimethylpyrazolo[1,5-a]pyrimidin-6-yl)oxypyrrolidine-1-carboxylate